3-chloro-1-ethyl-5-((methoxy(methyl)amino)methyl)-6-(2,4,6-trifluorophenyl)pyridin-2(1H)-one ClC=1C(N(C(=C(C1)CN(C)OC)C1=C(C=C(C=C1F)F)F)CC)=O